BERYLLIUM OXID [O-2].[Be+2]